tert-butyl (4-amino-3-(butylcarbamoyl)-5-methylbenzyl)carbamate NC1=C(C=C(CNC(OC(C)(C)C)=O)C=C1C)C(NCCCC)=O